O[C@H]1C[C@@H](N(C[C@H]1C)C(=O)OC(C)(C)C)C1=CC=CC=C1 tert-Butyl (2R,4S,5R)-4-hydroxy-5-methyl-2-phenyl-piperidine-1-carboxylate